O1C(=CC=C1)CN1C2=C(SCC1=O)C=C(C=C2)C(=O)OC methyl 4-(furan-2-ylmethyl)-3-oxo-3,4-dihydro-2H-benzo[b][1,4]thiazine-7-carboxylate